C(#N)NC(C1=C(C(=CC=C1)CC)CC)(NC#N)CC N,N'-dicyanoethyl-diethyltoluenediamine